1-(vinyloxy)dodecane C(=C)OCCCCCCCCCCCC